COC1=C(C(=O)S(=O)(=O)C2=C(C(=O)O)C=CC=C2)C=CC=C1 (2-methoxy-benzoylsulfonyl)-benzoic acid